Trimethyl-3-phenylindan CC1C(C2=CC=CC=C2C1C1=CC=CC=C1)(C)C